C1(CCCCC1)N(C1=CC(N(C=2C=CC(=NC12)C#N)C)=O)C 8-(cyclohexyl(methyl)amino)-5-methyl-6-oxo-5,6-dihydro-1,5-naphthyridine-2-carbonitrile